methyl (E)-9-(4-((1-(3-fluoropropyl)azetidin-3-yl)methyl)phenyl)-8-(3-hydroxyprop-1-en-1-yl)-6,7-dihydro-5H-benzo[7]annulene-3-carboxylate FCCCN1CC(C1)CC1=CC=C(C=C1)\C\1=C(\CCCC2=C1C=CC(=C2)C(=O)OC)/C=CCO